CC1(N2C=3N=CC=CC3C(NS(C=3C=CC=C(NCCOC(C1)C2)N3)(=O)=O)=O)C 12,12-dimethyl-15-oxa-2λ6-thia-3,9,11,18,23-pentaazatetracyclo[17.3.1.111,14.05,10]tetracosa-1(23),5(10),6,8,19,21-hexaene-2,2,4-trione